(2S,5R)-6-(phenylmethyloxy)-7-oxo-1,6-diazabicyclo[3.2.1]octane C1(=CC=CC=C1)CON1[C@@H]2CCCN(C1=O)C2